BrC=1N=C(N(N1)C1OCCCC1)C(CC(C1=C(C=CC=C1F)F)O[Si](C)(C)C(C)(C)C)O 1-(5-bromo-2-tetrahydropyran-2-yl-1,2,4-triazol-3-yl)-3-[tert-butyl-(dimethyl)silyl]oxy-3-(2,6-difluorophenyl)propan-1-ol